ClC=1C(=C(N)C=CC1OC(C)C)F 3-chloro-2-fluoro-4-isopropoxy-aniline